C=C(C(=O)[O-])C(=O)[O-].[K+].[K+] potassium methylenemalonate